C1([C@H](O)[C@@H](O)[C@H](O)[C@H](O1)C(=O)O)O[C@H]1[C@H](O)O[C@@H]([C@H]([C@@H]1O)O)C(=O)O (glucuronosyl)(1→2)-beta-glucuronic acid